C(CCCCC)(=O)OCN1C(C=CC2=CC=C(C=C12)OCCCCN1CCN(CC1)C1=CC=CC=2SC=CC21)=O (7-(4-(4-(benzo[b]thiophen-4-yl)piperazin-1-yl)butoxy)-2-oxoquinolin-1(2H)-yl)methyl hexanoate